Methyl (2Z)-3-(3-pyridinyl)-2-hexenoate N1=CC(=CC=C1)\C(=C/C(=O)OC)\CCC